FC=1C(=C(C(N(C1)C1=NC=CC=C1)=O)C(=O)O)C fluoro-4-methyl-2-oxo-2H-[1,2'-bipyridine]-3-carboxylic acid